CC(C)[C@H]1OC1 (2R)-2-(prop-2-yl)oxirane